N-cyclohexyl-4-hydroxy-6-(4-methoxyphenyl)-1-(2-morpholinoethyl)-2-oxo-1,2-dihydro-1,8-naphthyridine-3-carboxamide C1(CCCCC1)NC(=O)C=1C(N(C2=NC=C(C=C2C1O)C1=CC=C(C=C1)OC)CCN1CCOCC1)=O